3-(2,3-dihydroxypropyl)amino-2-hydroxy-methylphenol OC(CNC=1C(=C(C=CC1C)O)O)CO